(Racemic)-2'-chloro-5'-methoxy-6-methyl-N-(6-(piperidin-1-yl)-4,5,6,7-tetrahydrobenzo[d]thiazol-2-yl)-[4,4'-bipyridine]-3-carboxamide ClC1=NC=C(C(=C1)C1=C(C=NC(=C1)C)C(=O)NC=1SC2=C(N1)CC[C@H](C2)N2CCCCC2)OC |r|